CN(C=1C(=CC2=CC(N=C2C1)=O)F)C 6-(dimethylamino)-5-fluoroindol-2-one